2,2-dimethyl-4,10,13,28,33-pentaoxo-3,6-dioxa-5,9,14,18,23,27,32-heptaazaheptatetracontan-47-oate CC(C)(OC(NOCCNC(CCC(NCCCNCCCCNCCCNC(CCCNC(CCCCCCCCCCCCCC(=O)[O-])=O)=O)=O)=O)=O)C